The molecule is a stilbenol that is cis-stilbene carrying four hydroxy substituents at positions 3, 5, 3', and 4'. It is a stilbenol and a polyphenol. It derives from a hydride of a cis-stilbene. C1=CC(=C(C=C1/C=C\\C2=CC(=CC(=C2)O)O)O)O